4,4'-((4-(propylcarbamoyl)pyridine-2,6-diyl)bis(1H-1,2,3-triazole-4,1-diyl))bis(2-hydroxybenzoic acid) C(CC)NC(=O)C1=CC(=NC(=C1)C=1N=NN(C1)C1=CC(=C(C(=O)O)C=C1)O)C=1N=NN(C1)C1=CC(=C(C(=O)O)C=C1)O